N[C@H](C(=O)NC(C)C)CC1=CC=C(C=C1)C=1C(NC=CC1)=O (S)-2-amino-N-isopropyl-3-(4-(2-oxo-1,2-dihydropyridin-3-yl)phenyl)propanamide